N1C(=CC=C1)C(=O)N AZOLCARBOXAMIDE